1-(6-bromo-5-fluoro-1H-indol-3-yl)-3-(4-((trifluoromethyl)thio)phenyl)urea BrC1=C(C=C2C(=CNC2=C1)NC(=O)NC1=CC=C(C=C1)SC(F)(F)F)F